C1(=CC=CC=C1)[C@H]1[C@@H](C1)NC1CCNCC1 4-{[(1R,2S)-2-phenylcyclopropyl]amino}piperidin